C(C)(C)OC1=NC(=CC=C1NC(=O)C=1C(=NOC1C)C1=CC=CC=C1)B1OC(C(O1)(C)C)(C)C N-[2-isopropoxy-6-(4,4,5,5-tetramethyl-1,3,2-dioxaborolan-2-yl)-3-pyridyl]-5-methyl-3-phenyl-isoxazole-4-carboxamide